C(C=C)N1N(C2=NC(=NC=C2C1=O)NC1=CC=C(C=C1)N1CCN(CC1)C(C)C)C1=CC=CC(=N1)S(=O)(=O)N 6-(2-allyl-6-((4-(4-isopropylpiperazin-1-yl)phenyl)amino)-3-oxo-2,3-dihydro-1H-pyrazolo[3,4-d]pyrimidin-1-yl)pyridine-2-sulfonamide